tert-Butyl 4-(3-chloro-1-oxido-1,2,4-benzotriazin-4-ium-7-yl)-3,6-dihydro-2H-pyridine-1-carboxylate ClC=1N=[N+](C2=C([NH+]1)C=CC(=C2)C=2CCN(CC2)C(=O)OC(C)(C)C)[O-]